C(C)(C)(C)OC(=O)N(C(OC(C)(C)C)=O)C1=C(C(=CC=C1NC(CC(C)(C)C)=O)N1CC2=CC=C(C=C2CC1)F)F tert-Butyl N-tert-butoxycarbonyl-N-[6-(3,3-dimethylbutanoylamino)-2-fluoro-3-(6-fluoro-3,4-dihydro-1H-isoquinolin-2-yl)phenyl]carbamate